FC(C1=CC=CC(=N1)NC(=O)[C@@H]1CC12CCN(CC2)C(=O)OC(C(F)(F)F)C(F)(F)F)(F)F |o1:11| 1,1,1,3,3,3-hexafluoropropan-2-yl (R or S)-1-((6-(trifluoromethyl) pyridin-2-yl)carbamoyl)-6-azaspiro[2.5]octane-6-carboxylate